(S)-(4,6-Difluoro-1-methyl-1H-indazol-3-yl)(2,7-dimethyl-3-(1-methyl-5-(trifluoromethyl)-1H-pyrazol-3-yl)-2,4,5,7-tetrahydro-6H-pyrazolo[3,4-c]pyridin-6-yl)methanone FC1=C2C(=NN(C2=CC(=C1)F)C)C(=O)N1[C@H](C=2C(CC1)=C(N(N2)C)C2=NN(C(=C2)C(F)(F)F)C)C